N-[3-[[1-(1,3-benzothiazol-2-yl)-2-[3-[(E)-N'-hydroxycarbamimidoyl]phenyl]ethyl]sulfamoyl]phenyl]-2-methyl-oxazole-4-carboxamide S1C(=NC2=C1C=CC=C2)C(CC2=CC(=CC=C2)\C(\N)=N/O)NS(=O)(=O)C=2C=C(C=CC2)NC(=O)C=2N=C(OC2)C